butyryl-sn-glycerol C(CCC)(=O)C(O)[C@@H](O)CO